7-(difluoromethoxy)-N-(3-methoxypropyl)-6-[3-(pyrrolidin-1-yl)propoxy]-1H,2H,3H-cyclopenta[b]quinolin-9-amine FC(OC1=CC=2C(=C3C(=NC2C=C1OCCCN1CCCC1)CCC3)NCCCOC)F